FC=1C=C(C=CC1F)C1(CC1)NCCC(=O)N1CC2CCC(C1)N2C=2C=CC(=NC2)C#N 5-(3-(3-((1-(3,4-difluorophenyl)cyclopropyl)amino)propanoyl)-3,8-diazabicyclo[3.2.1]octan-8-yl)picolinonitrile